Cl.C(C)(C)(C)OC(=O)N1CC2(CC(C2)N2CCC(CC2)C2=CC=NN2C)CC1 cis-2-(4-(1-methyl-1H-pyrazol-5-yl)piperidin-1-yl)-6-azaspiro[3.4]octane-6-carboxylic acid tert-butyl ester hydrochloride